[O-]S(=O)(=O)C(F)(F)F.OC1=C(C=CC(=C1)O)[S+](C)C (2,4-dihydroxyphenyl)dimethylsulfonium triflate